C1(=CC=CC=C1)N1C=CC2=C(C=CC=C12)CNCCO 2-(((1-phenyl-1H-indol-4-yl)methyl)amino)ethan-1-ol